C1(CC1)C1=CC=C(C=C1)C=1C=C(C(=NC1)N1N=C2C(N=CC(=C2)C(F)(F)F)=C1)S(=O)(=O)CC 5-(4-cyclopropylphenyl)-3-(ethanesulfonyl)-2-[6-(trifluoromethyl)pyrazolo[4,3-B]pyridin-2-yl]pyridine